Di(4-t-butylcyclohexyl) peroxydicarbonate C(=O)(OC1CCC(CC1)C(C)(C)C)OOC(=O)OC1CCC(CC1)C(C)(C)C